C(C)(C)(C)OC(=O)N1CCC2(CC1)CC(=C(CC2)OS(=O)(=O)C(F)(F)F)F 8-fluoro-9-(trifluoro-methanesulfonyloxy)-3-azaspiro[5.5]undec-8-ene-3-carboxylic acid tert-butyl ester